C12CN(CC(CC1)O2)C2=CC(=C(N=N2)C#N)N2CCOCC2 6-(8-oxa-3-azabicyclo[3.2.1]oct-3-yl)-4-morpholinopyridazine-3-carbonitrile